N1(CCNCCC1)C=1C=CC=2N(C(C=C(N2)C2=CC(=CC=C2)OC)=O)C1 7-(1,4-diazacycloheptan-1-yl)-2-(3-methoxyphenyl)-4H-pyrido[1,2-a]pyrimidin-4-one